C(C)C=1N=C(OC1)C(CC1=CC=C(C=C1)[N+](=O)[O-])NC(CC1=CC=CC=C1)=O N-[1-(4-ethyloxazol-2-yl)-2-(4-nitrophenyl)ethyl]-2-Phenylacetamide